2-(3-nitrophenyl)-1,3-benzoxazole-5-amine [N+](=O)([O-])C=1C=C(C=CC1)C=1OC2=C(N1)C=C(C=C2)N